C(C1=CC=CC=C1)OC1CC2(C(N3C(O2)CC=C3)=O)C1 3-(benzyloxy)-7',7a'-dihydro-3'H-spiro[cyclobutane-1,2'-pyrrolo[2,1-b]oxazol]-3'-one